5-(3-(carboxymethyl)-2,5-dihydroxybenzoylamino)picolinic acid C(=O)(O)CC=1C(=C(C(=O)NC=2C=CC(=NC2)C(=O)O)C=C(C1)O)O